N-(4-{5-[2-(4-acetamidobutanoyl)-1,3-dioxo-2,3-dihydro-1H-indene-5-carbonyl]-1,3-dioxo-2,3-dihydro-1H-inden-2-yl}-4-oxobutyl)acetamide C(C)(=O)NCCCC(=O)C1C(C2=CC=C(C=C2C1=O)C(=O)C=1C=C2C(C(C(C2=CC1)=O)C(CCCNC(C)=O)=O)=O)=O